NC1=C2C3=NN=C(C(CCCCC4CCN(C(C(=C1)C(F)(F)F)=N2)C4)(O)C(F)(F)F)O3 16-Amino-10,18-bis(trifluoromethyl)-20-oxa-2,12,13,19-tetraazatetracyclo[13.3.1.12,5.111,14]henicosa-1(19),11,13,15,17-pentaen-10-ol